ClC1=NC(=NC=C1I)N1C[C@@H](N(CC1)C1=NC=NC=C1)COC (R)-4-chloro-5-iodo-2-(3-(methoxymethyl)-4-(pyrimidin-4-yl)piperazin-1-yl)pyrimidine